FC1(CC1)C(=O)C(C(=O)OC)CCC1=CC=C(C=C1)F Methyl 2-(1-fluorocyclopropanecarbonyl)-4-(4-fluorophenyl)butanoate